ethyl (S)-3-((2-((tert-butoxycarbonyl) amino)-4-methylpentyl) amino)-1H-pyrrole-2-carboxylate C(C)(C)(C)OC(=O)N[C@H](CNC1=C(NC=C1)C(=O)OCC)CC(C)C